BrC1=CC=CC(=N1)C1=NC(=NC=C1)NC=1C=NN(C1Cl)C (6-bromopyridin-2-yl)-N-(5-chloro-1-methyl-1H-pyrazol-4-yl)pyrimidin-2-amine